(1S,3S)-3-((2-cyclopropyl-6-(5-(((((3,3-difluorocyclobutyl)methyl)(methyl)carbamoyl)oxy)methyl)-1-methyl-1H-1,2,3-triazol-4-yl)pyridin-3-yl)oxy)cyclohexane-1-carboxylic acid C1(CC1)C1=NC(=CC=C1O[C@@H]1C[C@H](CCC1)C(=O)O)C=1N=NN(C1COC(N(C)CC1CC(C1)(F)F)=O)C